C(C)(=O)OCCC(C=C(CCCCC)C)C 3,5-dimethyldec-4-en-1-yl acetate